2-(acetoxyl)3-dodecyl-1,4-naphthoquinone O(C(=O)C)C=1C(C2=CC=CC=C2C(C1CCCCCCCCCCCC)=O)=O